tert-Butyl 4-({[2-(3-cyanopyridin-4-yl)-4,5-dihydro-1-benzofuran-5-yl]oxy}methyl)-1H-pyrazole-1-carboxylate C(#N)C=1C=NC=CC1C=1OC2=C(C1)CC(C=C2)OCC=2C=NN(C2)C(=O)OC(C)(C)C